COC1=C2C(CC(OC2=CC(=C1)OC)(C1=CC=CC=C1)C1=C(C=CC=C1)Br)=O 5,7-dimethoxy-2-(o-bromophenyl)-flavanone